3-(4-(4-(3-(4-aminopiperidin-1-yl)-3-oxopropyl)piperazin-1-yl)-3-fluorophenyl)piperidine-2,6-dione NC1CCN(CC1)C(CCN1CCN(CC1)C1=C(C=C(C=C1)C1C(NC(CC1)=O)=O)F)=O